2-((tert-butyldimethyl silyl)oxy)ethyl ((4-aminophenyl)(imino)methyl)carbamate NC1=CC=C(C=C1)C(=N)NC(OCCO[Si](C)(C)C(C)(C)C)=O